C1(CCC1)N1C(C(N(CC1)CC=1SC(=NN1)C1=CC=C(C=C1)F)=O)=O 1-cyclobutyl-4-((5-(4-fluorophenyl)-1,3,4-thiadiazol-2-yl)methyl)piperazine-2,3-dione